9-((3,5-difluorophenyl)sulfonyl)-6-oxa-2,9-diazaspiro[4.5]decane FC=1C=C(C=C(C1)F)S(=O)(=O)N1CCOC2(CCNC2)C1